3-benzyloxy-5-nitrothiophene-2-carboxylic acid C(C1=CC=CC=C1)OC1=C(SC(=C1)[N+](=O)[O-])C(=O)O